4-(1-(2-fluoro-4-(1-methylazetidin-3-yl)phenyl)-2-methyl-1H-imidazol-4-yl)-N-(1-(methylsulfonyl)piperidin-4-yl)-5-(trifluoromethyl)pyrimidin-2-amine FC1=C(C=CC(=C1)C1CN(C1)C)N1C(=NC(=C1)C1=NC(=NC=C1C(F)(F)F)NC1CCN(CC1)S(=O)(=O)C)C